NC[C@H]1CN(C[C@H](C1(F)F)C)C1=NC=C(C(=N1)NC1=CC2=C(N(C(N2CCC(C)(C)O)=O)C)C=C1)Cl 5-[[2-[(3S,5R)-3-(aminomethyl)-4,4-difluoro-5-methyl-1-piperidyl]-5-chloro-pyrimidin-4-yl]amino]-3-(3-hydroxy-3-methyl-butyl)-1-methyl-benzimidazol-2-one